1-ethyl-3-methyl-imidazole chloride salt [Cl-].C(C)N1CN(C=C1)C